C[Ni] methylnickel